methyl (S)-2-((phenoxathiine-3-carbonyl)glycyl)-2-azaspiro[4.4]nonane-3-carboxylate C1=CC(=CC=2OC3=CC=CC=C3SC12)C(=O)NCC(=O)N1CC2(C[C@H]1C(=O)OC)CCCC2